pentaerythritol tetra(mercaptoacetate) SCC(=O)OCC(COC(CS)=O)(COC(CS)=O)COC(CS)=O